FC(OC1=NC2=CC(=CC(=C2N=C1)C=1SC2=C(N1)C=CC=C2N)C)F 2-(2-(difluoromethoxy)-7-methylquinoxalin-5-yl)benzo[d]thiazol-7-amine